NC1=C(C(=C(C=N1)NC(C(=O)N1[C@H](CC[C@@H](C1)C)C1=CC=CC=C1)=O)C)C N-(6-amino-4,5-dimethyl-3-pyridyl)-2-[(2R,5S)-5-methyl-2-phenyl-1-piperidyl]-2-oxo-acetamide